3-fluoro-3,6-dihydro-2H-pyridine-1-carboxylate FC1CN(CC=C1)C(=O)[O-]